methyl-3-(4-sulfamoylphenyl)cyclopropanecarboxylic acid CC1(CC1C1=CC=C(C=C1)S(N)(=O)=O)C(=O)O